2-([5-(3,5-Dimethoxyphenyl)-1-(2-phenyl-ethyl)-1H-pyrazol-3-yl]methoxy)-2-methylpropanoic acid COC=1C=C(C=C(C1)OC)C1=CC(=NN1CCC1=CC=CC=C1)COC(C(=O)O)(C)C